The molecule is a sphingoid obtained by formal hydrogenation of the C=C bond of hexadecasphingosine. It is a sphingoid and an aminodiol. It derives from a hexadecasphing-4-enine. It is a conjugate base of a hexadecasphinganine(1+). CCCCCCCCCCCCC[C@H]([C@H](CO)N)O